C1(CC1)N1N=CC(=C1)NC=1N=C(C2=C(N1)NC=C2C)O[C@H]2CN(CC[C@H]2F)C(C=C)=O 1-((3S,4R)-3-((2-((1-Cyclopropyl-1H-pyrazol-4-yl)amino)-5-methyl-7H-pyrrolo[2,3-d]pyrimidin-4-yl)oxy)-4-fluoropiperidin-1-yl)prop-2-en-1-on